(2-((1S,3S,5S)-3-cyano-2-azabicyclo[3.1.0]hex-2-yl)-2-oxoethyl)-6-(2-methoxyprop-2-yl)quinoline-4-carboxamide C(#N)[C@H]1N([C@H]2C[C@H]2C1)C(CC1=NC2=CC=C(C=C2C(=C1)C(=O)N)C(C)(C)OC)=O